5-(3-chloro-5-trifluoromethylpyridyl)-4H-[1,2,4]-triazole-3-thiol ClC=1C(=NC=C(C1)C(F)(F)F)C=1NC(=NN1)S